1,2-diphenyl-1H-benzimidazolate C1(=CC=CC=C1)N1C([N-]C2=C1C=CC=C2)C2=CC=CC=C2